FC(N1N=CC(=C1)CN1CC2(C1)CNC2)(F)F 2-[[1-(trifluoromethyl)pyrazol-4-yl]methyl]-2,6-diazaspiro[3.3]heptane